2-(3-iodophenoxy)-N,N-dimethylethylamine IC=1C=C(OCCN(C)C)C=CC1